N-(2-((2-(dimethylamino)ethyl)(methyl)amino)-4-methoxy-5-((4-(1-deuteromethyl-1H-indol-3-yl)pyrimidin-2-yl)amino)phenyl)acrylamide methanesulfonate CS(=O)(=O)O.CN(CCN(C1=C(C=C(C(=C1)OC)NC1=NC=CC(=N1)C1=CN(C2=CC=CC=C12)C[2H])NC(C=C)=O)C)C